ClC1=CC=C(C=N1)CC1C(N(C2CC12)C=1NC(=C(N1)C1=CC=NC=C1)C)=O endo-4-((6-chloropyridin-3-yl)methyl)-2-(5-methyl-4-(pyridin-4-yl)-1H-imidazol-2-yl)-2-azabicyclo[3.1.0]hexan-3-one